FC(OC1=NC=CC(=C1)CNC(=O)NC[C@]12OCC[C@H]1CCC2)F |r| 1-[[2-(difluoromethoxy)pyridin-4-yl]methyl]-3-[[rac-(3aR,6aR)-2,3,3a,4,5,6-hexahydro-cyclopenta[b]furan-6a-yl]methyl]urea